N1=CN=C(C2=C1NC=C2)N2C1C3(CC2)C(NCC3C(C=C)=O)CC1 1-(6-(7H-pyrrolo[2,3-d]pyrimidin-4-yl)octahydrocyclopenta[2,1-b:5,1-b']dipyrrole-3(3aH)-yl)prop-2-en-1-one